C(#N)C=1C=CC(=C2C=CC=NC12)N1C[C@]2(C[C@]2(C1)C(F)(F)F)C(=O)NC[C@H]1CNCC(O1)(C)C |o1:14,16| (1R,5S) or (1S,5R)-3-(8-cyanoquinolin-5-yl)-N-(((R)-6,6-dimethylmorpholin-2-yl)methyl)-5-(trifluoromethyl)-3-azabicyclo[3.1.0]hexane-1-carboxamide